COC1=C(C=C(C=C1)C2=CC(=O)C3=C(C=C(C=C3O2)O)O)O The molecule is a monomethoxyflavone that is the 4'-methyl ether derivative of luteolin. It has a role as an antioxidant, an antineoplastic agent, a plant metabolite and a tropomyosin-related kinase B receptor agonist. It is a monomethoxyflavone, a trihydroxyflavone and a 3'-hydroxyflavonoid. It derives from a luteolin.